1-isopropyl-N-(1-(methylsulfonyl)piperidin-4-yl)-4-(2,2,2-trifluoro-ethyl)-1H-[1,2,3]triazolo[4,5-h]quinazolin-8-amine C(C)(C)N1N=NC=2C(=CC=3C=NC(=NC3C21)NC2CCN(CC2)S(=O)(=O)C)CC(F)(F)F